3-(4-(((4-chlorophenyl)methyl)sulfonamido)phenyl)-5-((6-(trifluoromethyl)pyridin-2-yl)amino)-1H-pyrazole-4-carboxamide ClC1=CC=C(C=C1)CS(=O)(=O)NC1=CC=C(C=C1)C1=NNC(=C1C(=O)N)NC1=NC(=CC=C1)C(F)(F)F